The molecule is the conjugate base of rosmarinic acid; major species at pH 7.3. It is a conjugate base of a rosmarinic acid. C1=CC(=C(C=C1CC(C(=O)[O-])OC(=O)/C=C/C2=CC(=C(C=C2)O)O)O)O